2-(3-fluoro-4-nitrobenzyl)-3-methylnaphthalene-1,4-dione FC=1C=C(CC=2C(C3=CC=CC=C3C(C2C)=O)=O)C=CC1[N+](=O)[O-]